C(C)(=O)OC1=CC=C(C(=O)OC2=C(C=C(C=C2)OC(C2=CC=C(C=C2)OC(C)=O)=O)C)C=C1 2-methyl-1,4-phenylene bis(4-acetoxybenzoate)